F\C=C/1\CC2(CCCN2C1)CO [(2Z)-2-(fluoromethylidene)tetrahydro-1H-pyrrolizin-7a(5H)-yl]methanol